CC=1C=CC(=C(C1)C1=CC(CCC1)=O)C=C 5'-methyl-2'-vinyl-5,6-dihydro-[1,1'-biphenyl]-3(4H)-one